OC1=CC=C(C=2C(C3=C(C=CC(=C3C(C12)=O)NCCNCCO)NCCNCCO)=O)O 1,4-dihydroxy-5,8-bis[[2-[(2-hydroxyethyl)amino]ethyl]amino]anthracene-9,10-dione